1-hexadecanoyl-2-(9Z-tetradecenoyl)-glycero-3-phospho-(1'-sn-glycerol) CCCCCCCCCCCCCCCC(=O)OC[C@H](COP(=O)(O)OC[C@H](CO)O)OC(=O)CCCCCCC/C=C\CCCC